4-(4-(4-((2-(2,6-dioxopiperidin-3-yl)-1,3-dioxoisoindolin-5-yl)methyl)piperazin-1-yl)piperidin-1-yl)-N-(4-methyl-3-((4-(pyridin-3-yl)pyrimidin-2-yl)amino)phenyl)benzamide O=C1NC(CCC1N1C(C2=CC=C(C=C2C1=O)CN1CCN(CC1)C1CCN(CC1)C1=CC=C(C(=O)NC2=CC(=C(C=C2)C)NC2=NC=CC(=N2)C=2C=NC=CC2)C=C1)=O)=O